ClC1=C(C=CC(=C1)F)CC(=O)NC=1C=C(N=NC1)N(C(C)=O)C1=CC=CC=C1 N-{5-[2-(2-chloro-4-fluorophenyl)acetylamino]pyridazin-3-yl}-N-phenylacetamide